C(C)C(CN(C(C(CC(C(C)=O)=O)=O)=O)CC(CCCC)CC)CCCC N,N-bis(2-ethylhexyl)-2,4,5-trioxohexanamide